ClC1=CC=C2C(=N1)N(C=C2C=2C=C1C=CNC1=CC2)COCC[Si](C)(C)C 5-(6-chloro-1-[[2-(trimethylsilyl)ethoxy]methyl]pyrrolo[2,3-b]pyridin-3-yl)-1H-indole